1-(5-carboxy-7-chloro-4-methylspiro[benzo[d][1,3]dioxole-2,1'-cyclohexan]-4'-yl)-N,N-dimethylmethanamine oxide C(=O)(O)C1=C(C2=C(OC3(CCC(CC3)C[N+](C)(C)[O-])O2)C(=C1)Cl)C